N-[4-(aminomethyl)phenyl]acetamide NCC1=CC=C(C=C1)NC(C)=O